NCC1(CC1)C1=C(C=NC=2NC3=C(C=C(C=C3C21)F)N(C(OC(C)(C)C)=O)C)C=2C=NC(=NC2)OC tert-butyl (4-(1-(aminomethyl)cyclopropyl)-6-fluoro-3-(2-methoxypyrimidin-5-yl)-9H-pyrido[2,3-b]indol-8-yl)(methyl)carbamate